(S)-N-(1-(6,7-difluoro-3-(methyl(phenyl)amino)quinoxalin-2-yl)pyrrolidin-3-yl)-N-ethylisobutyramide FC=1C=C2N=C(C(=NC2=CC1F)N1C[C@H](CC1)N(C(C(C)C)=O)CC)N(C1=CC=CC=C1)C